C(CC)C1=C(C(O)=CC=C1)O (n-propyl)catechol